3-methylthiobutanamide CC(CC(=S)N)C